3-amino-3,4-dihydro-1H-1,8-naphthyridin-2-one hydrochloride Cl.NC1C(NC2=NC=CC=C2C1)=O